O=C1[C@H]2[C@@H]3CC[C@H]([C@@H](CCC(=O)O)C)[C@]3(CC[C@@H]2[C@]2(CCCC[C@H]2C1)C)C 7-keto-5β-cholanic acid